N-(4-cyclobutyl-3-(3-fluorobenzyl)-1-methyl-1H-pyrazol-5-yl)-2-(1-(trifluoromethyl)cyclopropyl)acetamide C1(CCC1)C=1C(=NN(C1NC(CC1(CC1)C(F)(F)F)=O)C)CC1=CC(=CC=C1)F